CC1(CCC(CC1)(O[Si](C)(C)C)CCC=O)C 3-(4,4-dimethyl-1-((trimethylsilyl)oxy)cyclohexyl)propanal